OCCC1=C2C(C(N(C2=CC=C1)C1C(NC(CC1)=O)=O)=O)(C)C 3-[4-(2-hydroxyethyl)-3,3-dimethyl-2-oxoindol-1-yl]piperidine-2,6-dione